8'-chloro-1'-[(3R)-1-(pyridin-2-ylmethyl)pyrrolidin-3-yl]-4'H,6'H-spiro[1,3-dioxolan-2,5'-[1,2,4]triazolo[4,3-a][1]benzazepine] ClC=1C=CC2=C(CC3(CC=4N2C(=NN4)[C@H]4CN(CC4)CC4=NC=CC=C4)OCCO3)C1